(2-chloro-4-nitrophenyl)ethan-1-ol ClC1=C(C=CC(=C1)[N+](=O)[O-])C(C)O